C1(CC1)N1N=CC(=C1)[C@H]1C=C(CCO1)C=1N=C(C2=C(N1)N=C(S2)N(C)C)C2=C(C=C(C=C2)C(F)(F)F)F 5-[(6R)-6-(1-cyclopropylpyrazol-4-yl)-3,6-dihydro-2H-pyran-4-yl]-7-[2-fluoro-4-(trifluoromethyl)phenyl]-N,N-dimethyl-thiazolo[4,5-d]pyrimidin-2-amine